(S)-1-(7,8-dichloro-1-methyl-10-(1-methyl-1H-pyrazol-3-yl)-3,4-dihydropyrazino[1,2-b]indazol-2(1H)-yl)-2-hydroxyethan-1-one ClC1=C(C=C(C2=C3N(N=C12)CCN([C@H]3C)C(CO)=O)C3=NN(C=C3)C)Cl